acetoxymethyl 1-hydroxy-4-(N-isobutyl-N-(4-isopropoxyphenyl) sulfamoyl)-2-naphthoate OC1=C(C=C(C2=CC=CC=C12)S(N(C1=CC=C(C=C1)OC(C)C)CC(C)C)(=O)=O)C(=O)OCOC(C)=O